tert-butyl N-[2-[tert-butyl (dimethyl) silyl]oxyethyl]-N-([1,2,4]triazolo[4,3-a]pyridin-7-yl)carbamate [Si](C)(C)(C(C)(C)C)OCCN(C(OC(C)(C)C)=O)C1=CC=2N(C=C1)C=NN2